[Mn+2].C(N(CC(=O)[O-])CC(=O)[O-])CN(CC(=O)[O-])CC(=O)[O-].[Na+].[Na+] disodium edetate manganese salt